The molecule is a seven-membered glucosamine oligosaccharide made up from one glucose, one fucose, two glucosamine and three galactose units in a linear sequence, linked as shown. C[C@H]1[C@H]([C@H]([C@@H]([C@@H](O1)O[C@@H]2[C@H]([C@H]([C@H](O[C@H]2O[C@@H]3[C@H](O[C@H]([C@@H]([C@H]3O)NC(=O)C)O[C@H]4[C@H]([C@H](O[C@H]([C@@H]4O)O[C@@H]5[C@H](O[C@H]([C@@H]([C@H]5O)NC(=O)C)O[C@H]6[C@H]([C@H](O[C@H]([C@@H]6O)O[C@@H]7[C@H](OC([C@@H]([C@H]7O)O)O)CO)CO)O)CO)CO)O)CO)CO)O)O)O)O)O